FC=1C=C(C=CC1)C1N(CCC1)C(=O)C1(CCC1)C(F)(F)F (2-(3-fluorophenyl)pyrrolidin-1-yl)(1-(trifluoromethyl)cyclobutyl)methanone